3-bromo-2,6-dimethyl-1H-pyrrolo[2,3-b]pyridine BrC1=C(NC2=NC(=CC=C21)C)C